(4-fluorophenyl)(2-((4-(4-methylpiperazin-1-yl)phenyl)amino)-7H-pyrrolo[2,3-d]pyrimidin-5-yl)methanone FC1=CC=C(C=C1)C(=O)C1=CNC=2N=C(N=CC21)NC2=CC=C(C=C2)N2CCN(CC2)C